2-(2'-vinyl-[1,1'-biphenyl]-2-yl)propan-2-ol C(=C)C1=C(C=CC=C1)C1=C(C=CC=C1)C(C)(C)O